tert-butyl (3-(3-(4-(dibenzylamino)phenyl)-2-oxo-2,3-dihydro-1H-imidazo[4,5-c]pyridin-1-yl)phenyl)carbamate C(C1=CC=CC=C1)N(C1=CC=C(C=C1)N1C(N(C2=C1C=NC=C2)C=2C=C(C=CC2)NC(OC(C)(C)C)=O)=O)CC2=CC=CC=C2